O1COC2=C1C=CC(=C2)C=O benzo[d][1,3]dioxole-5-carboxaldehyde